N-(4-((benzyloxy)methyl)phenyl)-3-(5-chloro-6-(methylsulfonamido)pyrazin-2-yl)-2,6-difluorobenzamide C(C1=CC=CC=C1)OCC1=CC=C(C=C1)NC(C1=C(C(=CC=C1F)C1=NC(=C(N=C1)Cl)NS(=O)(=O)C)F)=O